OCCCCCCCCC1=CC=CC=2N(C(N(C21)C)=O)C2C(NC(CC2)=O)=O 3-[4-(8-hydroxyoctyl)-3-methyl-2-oxo-benzimidazol-1-yl]piperidine-2,6-dione